(S)-N-(1-cyclohexyl-2-((6-(3,5-dimethyl-1H-pyrazol-4-yl)-4-fluoropyridin-3-yl)amino)-2-oxoethyl)-1-(penta-1,4-dien-3-yl)-1H-pyrazole-5-carboxamide C1(CCCCC1)[C@@H](C(=O)NC=1C=NC(=CC1F)C=1C(=NNC1C)C)NC(=O)C1=CC=NN1C(C=C)C=C